COC1=CC=C(CN2CC3(CC2(C)C)CCN(CC3)C(=O)OC(C(F)(F)F)C(F)(F)F)C=C1 1,1,1,3,3,3-hexafluoropropan-2-yl 2-(4-methoxybenzyl)-3,3-dimethyl-2,8-diazaspiro[4.5]decane-8-carboxylate